N5-phenyl-1H-1,2,4-triazole-3,5-diamine C1(=CC=CC=C1)NC1=NC(=NN1)N